[Cl-].N=1N=NN=NNN(N=NC=CC=CC=CC=CC=CC=CC=CC=CC=CC=CC=CC1)[NH3+] nonaazacyclodotriacontin-7-aminium chloride